4-methoxy-N-phenyl-N-(2-(4-(2-(thiophen-2-yl)ethyl)piperazin-1-yl)ethyl)benzamide COC1=CC=C(C(=O)N(CCN2CCN(CC2)CCC=2SC=CC2)C2=CC=CC=C2)C=C1